(2,6-Dichloropyridin-4-yl)methyl N6-carbamoyl-L-lysinate hydrochloride Cl.C(N)(=O)NCCCC[C@H](N)C(=O)OCC1=CC(=NC(=C1)Cl)Cl